C1(CC1)N1N=CC(=C1)CN1CC(N(CC1)C1CC2(C1)CCNCC2)C2=C(C=CC=C2)C(C)C 2-(4-((cyclopropyl-1H-pyrazol-4-yl)methyl)-2-(2-isopropylphenyl)piperazin-1-yl)-7-azaspiro[3.5]nonane